ClC1=C(OCC=2C(=C(C=CC2)C2=C(C(=CC=C2)N2N=NC(=C2)CNC(OC(C)(C)C)=O)C)C)C=C(C(=C1)C=O)OCC=1C=NC=C(C1)C#N tert-butyl ((1-(3'-((2-chloro-5-((5-cyanopyridin-3-yl)methoxy)-4-formylphenoxy)methyl)-2,2'-dimethyl-[1,1'-biphenyl]-3-yl)-1H-1,2,3-triazol-4-yl)methyl)carbamate